C(C)(C)(C)N(C(=O)OCCN(CC(C)C)CC(C)C)C1=CC(=NC=C1C1=NN(C=C1)C)NC(C)=O 2-(diisobutylamino)ethanol tert-butyl-(2-acetamido-5-(1-methyl-1H-pyrazol-3-yl)pyridin-4-yl)carbamate